maleimidomethylcyclohexane-1-carboxylate (maleimidomethyl cyclohexane-1-carboxylate) C1(C=CC(N1CC1(CCCCC1)C(=O)O)=O)=O.C1(C=CC(N1COC(=O)C1CCCCC1)=O)=O